Tert-butyl 2-(((2S)-2-(2-((5Z,8Z,11Z,14Z,17Z)-icosa-5,8,11,14,17-pentaen-1-yloxy)butanamido)-4-methylpentanoyl)oxy)benzoate C(CCC\C=C/C\C=C/C\C=C/C\C=C/C\C=C/CC)OC(C(=O)N[C@H](C(=O)OC1=C(C(=O)OC(C)(C)C)C=CC=C1)CC(C)C)CC